CC1=NOC(=N1)C1=CC=C(N)C=C1 4-(3-methyl-1,2,4-oxadiazol-5-yl)aniline